(8s,9s)-5-fluoro-8-(4-fluorophenyl)-9-(5-methyl-8-oxo-6-thioxo-5,7-diazaspiro[3.4]octane-7-yl)-8,9-dihydro-2H-pyrido[4,3,2-de]phthalazin-3(7H)-one FC=1C=C2C=3C(=NNC(C3C1)=O)[C@H]([C@@H](N2)C2=CC=C(C=C2)F)N2C(N(C1(CCC1)C2=O)C)=S